tert-butyl N-[(1S)-1-[(2-chlorophenyl)methyl]-2-[4-[4-(2-hydroxyethyl)triazol-1-yl]anilino]-2-oxo-ethyl]carbamate ClC1=C(C=CC=C1)C[C@@H](C(=O)NC1=CC=C(C=C1)N1N=NC(=C1)CCO)NC(OC(C)(C)C)=O